C(=O)O.C(=O)O.C(=O)O.C(=O)O.N(=NC1=CC=CC=C1)C1=CC=CC=C1 azobenzene tetra-formate